carbonothioate C([O-])([O-])=S